benzo[d]thiazol-7-carboxamide S1C=NC2=C1C(=CC=C2)C(=O)N